NCCNC(CN(C(C1=C(C(=C(C=C1)O)O)Cl)=O)CCCCNC(C1=C(C(=C(C=C1)O)O)Cl)=O)=O N-(2-((2-aminoethyl)amino)-2-oxoethyl)-2-chloro-N-(4-(2-chloro-3,4-dihydroxybenzamido)butyl)-3,4-dihydroxybenzamide